BrC1=CC(=C(CN)C(=C1)F)F 4-bromo-2,6-difluorobenzylamine